C(\C=C\C1=CC=CC=C1)(=O)OC[C@@H]1[C@H]([C@@H]([C@H]([C@@H](O1)OC=1C(=[O+]C=2C=C(C=C(C2C1)O)O)C1=CC(O)=C(O)C=C1)O)O)O 3-O-[6-O-(E)-cinnamoyl-beta-D-glucopyranosyl]cyanidin